(R)-2-amino-6-(4-((bis(2-hydroxyethyl)amino)methyl)benzyl)-4-(pentan-2-ylamino)pyrimidine NC1=NC(=CC(=N1)N[C@H](C)CCC)CC1=CC=C(C=C1)CN(CCO)CCO